[6-(5-cyclopropyl-4H-1,2,4-triazol-3-yl)-2-azaspiro[3.3]heptan-2-yl]-[6-[[5-(trifluoromethyl)-2-pyridyl]methyl]-2,6-diazaspiro[3.3]heptan-2-yl]methanone C1(CC1)C=1NC(=NN1)C1CC2(CN(C2)C(=O)N2CC3(C2)CN(C3)CC3=NC=C(C=C3)C(F)(F)F)C1